benzyl (3-(4-bromo-2-fluorophenyl)oxetan-3-yl)carbamate BrC1=CC(=C(C=C1)C1(COC1)NC(OCC1=CC=CC=C1)=O)F